S(N)(=O)(=O)C=1C=C(C=CC1)NC(NC(C(=O)O)CC)=O (3-(3-sulfamoylphenyl)ureido)butanoic acid